7,8-dihydroquinolin-5(6H)-one o-toluenesulfonyl oxime CC=1C(=CC=CC1)S(=O)(=O)ON=C1C=2C=CC=NC2CCC1